C(C)(C)(C)C=1C=C(C=C(C1OC)C(C)(C)C)P(C1=C(C2=C(OCO2)C=C1)[C@@H]1C(CCC=2OCOC21)P(C2=CC(=C(C(=C2)C(C)(C)C)OC)C(C)(C)C)C2=CC(=C(C(=C2)C(C)(C)C)OC)C(C)(C)C)C2=CC(=C(C(=C2)C(C)(C)C)OC)C(C)(C)C [(4s)-4-[5-bis(3,5-ditert-butyl-4-methoxy-phenyl)phosphanyl-1,3-benzodioxol-4-yl]-4,5,6,7-tetrahydro-1,3-benzodioxol-5-yl]-bis(3,5-ditert-butyl-4-methoxy-phenyl)phosphane